1-(fluorosulfonyl)-3-(2-(pyrrolidin-1-yl)ethyl)-1H-indol-4-yl sulfurofluoridate S(OC1=C2C(=CN(C2=CC=C1)S(=O)(=O)F)CCN1CCCC1)(=O)(=O)F